CC=1C(=NC(=NC1)N[C@H]1C[C@H](CCC1)N1CC2=CC=C(C=C2C1=O)NC(C=C)=O)C(F)(F)F N-(2-((1S,3R)-3-((5-methyl-4-(trifluoromethyl)pyrimidin-2-yl)amino)cyclohexyl)-3-oxoisoindolin-5-yl)acrylamide